C1(CCC1)C=1N=CC2=C(N1)NC=C2 2-cyclobutyl-7H-pyrrolo[2,3-d]pyrimidine